ClC1=CC=C(CNC(C)C2=CC=CC=C2)C=C1 N-(4-chlorobenzyl)-1-phenylethanamine